NC1(CC1)C(=O)N[C@H](C(NC=1SC2=C(N1)C=CC(=C2)OC(F)(F)F)=O)CC2=CC=CC=C2 (S)-1-amino-N-(1-oxo-3-phenyl-1-((6-(trifluoromethoxy)benzo[d]thiazol-2-yl)amino)propan-2-yl)cyclopropane-1-carboxamide